(3-(3-(phenylmethyloxy)phenyl)cyclopentyl)-N-methoxy-N-methylacetamide C1(=CC=CC=C1)COC=1C=C(C=CC1)C1CC(CC1)CC(=O)N(C)OC